(5-methyl-1,2,4-oxadiazol-3-yl)propanal CC1=NC(=NO1)C(C=O)C